5-cyanopyridin-3-yl (R)-2-methylpiperazine-1-carboxylate C[C@H]1N(CCNC1)C(=O)OC=1C=NC=C(C1)C#N